BrC=1C=C2C=CN=C(C2=CC1)N[C@H]1CN(CCC1)C(=O)[O-] (R)-3-((6-bromoisoquinolin-1-yl)amino)piperidine-1-carboxylate